[N+](=O)([O-])C1=CC=C(C=C1)CC(=O)ONC(OCC(Cl)(Cl)Cl)=O 2,2,2-trichloroethyl (2-(4-nitrophenyl)acetoxy)carbamate